3-benzyl-2-chloro-5-iodo-3,4-dihydropyrimidin-4-one C(C1=CC=CC=C1)N1C(=NC=C(C1=O)I)Cl